C1(CCCC1)N1C(=CC2=C1N=C(N=C2)NC2=CC=C(C=C2)N2CCN(CC2)C2=CC(=CC=C2)N2C(NC(CC2)=O)=O)C(=O)N(C)C 7-cyclopentyl-2-((4-(4-(3-(2,4-dioxotetrahydropyrimidin-1(2H)-yl)phenyl)-piperazin-1-yl)phenyl)amino)-N,N-dimethyl-7H-pyrrolo[2,3-d]pyrimidine-6-carboxamide